C1(=CC=CC=C1)C1C=2C3=C(C=CC2OC=2C=CC4=C(C12)C=C(C=C4)OCCOC4=C(C1=CC=CC=C1C=C4)C4=C(C=CC1=CC=CC=C41)OCCO)C=CC(=C3)OCCOC3=C(C4=CC=CC=C4C=C3)C3=C(C=CC4=CC=CC=C34)OCCO 2,2'-[(14-phenyl-14H-dibenzo[a,j]xanthene-2,12-diyl)bis(oxyethane-2,1-diyloxy[1,1'-binaphthalene]-2',2-diyloxy)]di(ethan-1-ol)